C(C)(C)(C)OC(=O)N1CC(N(C2=C1C=NC=1C=C(C(=CC21)F)OC)CC2=C(C=C(C=C2F)SCC2=CC=CC=C2)F)=O 1-(4-(benzylthio)-2,6-difluorobenzyl)-9-fluoro-8-methoxy-2-oxo-2,3-dihydropyrazino[2,3-c]quinoline-4(1H)-carboxylic acid tert-butyl ester